C(C(C)C)(=O)OC1=C2N(NC=C1)C=CN=C2 pyrazino[1,2-b]pyridazin-4-yl isobutyrate